(R)-2-(4-cyclopropyl-6-methoxypyrimidin-5-yl)-8-(4-(1-isopropyl-4-(trifluoromethyl)-1H-imidazol-2-yl)benzyl)-6-(trifluoromethyl)pyrido[2,3-d]pyrimidin-7(8H)-one C1(CC1)C1=NC=NC(=C1C=1N=CC2=C(N1)N(C(C(=C2)C(F)(F)F)=O)CC2=CC=C(C=C2)C=2N(C=C(N2)C(F)(F)F)C(C)C)OC